3-[4-(4-Aminopiperidin-1-yl)-3-(3,5-dichlorophenyl)cinnolin-6-yl]-5-fluorobenzamid NC1CCN(CC1)C1=C(N=NC2=CC=C(C=C12)C=1C=C(C(=O)N)C=C(C1)F)C1=CC(=CC(=C1)Cl)Cl